C(N)(=O)C=1C(=NNC1NC1=CC(=NC=C1)OC)C1=CC=C(C=C1)NC(=O)N1CC(CCC1)C1=CC=CC=C1 N-(4-(4-carbamoyl-5-((2-methoxypyridin-4-yl)amino)-1H-pyrazol-3-yl)phenyl)-3-phenylpiperidine-1-carboxamide